COC1=CC=C(C=C1)CNC1=CSC=C1C 3-{[(4-methoxyphenyl)methyl]amino}-4-methylthiophen